N=1SN=C2C1C(=CC=C2C=2C=CC=C1C=CC=C(C21)C2=CC(=C(C(=O)N[C@H](C)C1=CC=CC=C1)C(=C2)OC)OC)C=2C=CC=C1C=CC=C(C21)C2=CC(=C(C(=O)N[C@H](C)C1=CC=CC=C1)C(=C2)OC)OC 4,4'-(benzo[c][1,2,5]thiadiazole-4,7-diylbis(naphthalene-8,1-diyl))bis(2,6-dimethoxy-N-((R)-1-phenylethyl)benzamide)